N(=C=O)CCCCCCCC[Si](OCC)(C)C isocyanatooctyl-dimethyl-ethoxysilane